2,4-Dichloro-5-iodo-7H-pyrrolo[2,3-d]pyrimidine ClC=1N=C(C2=C(N1)NC=C2I)Cl